3-chloro-4-(((4S,5R)-4-((5-chloropyridin-2-yl)sulfonyl)-6-oxa-2,9-diazaspiro[4.5]decan-2-yl)sulfonyl)benzonitrile, Hydrochloride Cl.ClC=1C=C(C#N)C=CC1S(=O)(=O)N1C[C@]2([C@H](C1)S(=O)(=O)C1=NC=C(C=C1)Cl)OCCNC2